CC1=NC=C(C=N1)C(CC(=O)OCCCC)N1N=C(C=C1)CCC[C@@H]1NC2=NC=CC=C2CC1 butyl 3-(2-methylpyrimidin-5-yl)-3-(3-(3-((S)-1,2,3,4-tetrahydro-1,8-naphthyridin-2-yl)propyl)-1H-pyrazol-1-yl)propanoate